OC(C)(C)C=1C(=CC2=CN(N=C2C1)C1CCN(CC1)CC1CCC2(CCN(CC2)C(=O)[O-])CC1)NC(C1=NC(=CC=C1)C(F)(F)F)=O 9-((4-(6-(2-hydroxypropan-2-yl)-5-(6-(trifluoromethyl)picolinamido)-2H-indazol-2-yl)piperidine-1-yl)methyl)-3-azaspiro[5.5]undecan-3-carboxylate